(R)-N'-(((R)-3-(methoxymethyl)-1,2,3,5,6,7-hexahydro-s-indacen-4-yl)carbamoyl)-6,7-dihydro-5H-pyrazolo[5,1-b][1,3]oxazine-3-sulfonimidamide COC[C@@H]1CCC2=CC=3CCCC3C(=C12)NC(=O)N=[S@](=O)(N)C=1C=NN2C1OCCC2